2,6-dichloro-4-iodonicotinaldehyde ClC1=C(C=O)C(=CC(=N1)Cl)I